N(=[N+]=[N-])CCOCCOCCOCCOCCOCCOCCOCCOCCOCCOCCOCCNC(CN1C(=NC=2C(=NC=3C=CC=CC3C21)N)COCC)(C)C 1-(38-azido-2,2-dimethyl-6,9,12,15,18,21,24,27,30,33,36-undecaoxa-3-azaoctatriacontyl)-2-(ethoxymethyl)-1H-imidazo[4,5-c]quinolin-4-amine